1-(2-chloro-6-fluorophenyl)-1H-pyrazole ClC1=C(C(=CC=C1)F)N1N=CC=C1